C1(=CC=CC=C1)C1=C2C(=NC(=NC2=CC=C1)C=1C=NC=C(C(=O)N)C1)NCC1=NC=CC=C1 5-(5-phenyl-4-(pyridin-2-ylmethylamino)quinazolin-2-yl)nicotinamide